O1[C@H](CC1)[C@@]1(CN(CC1)CC=1C=NC=CC1)CCC1=CC=C(C#N)C=C1 |o1:1| 4-(2-((S)-3-((R or S)-oxetan-2-yl)-1-(pyridin-3-ylmethyl)pyrrolidin-3-yl)ethyl)benzonitrile